CN(C1=CC=C(C=C1)C=1CC(C(N(N1)C1=CC(=CC=C1)F)=O)C(=O)OC)C methyl 6-[4-(dimethylamino) phenyl]-2-(3-fluorophenyl)-3-oxo-2,3,4,5-tetrahydropyridazine-4-carboxylate